CC1=CC=NCC=2N1C(NC(C2)=O)=O 5-methylpyrimido[1,6-a][1,4]diazepine-7,9(1H,8H)-dione